CC1=C(C=C(C(=O)NC=2N=C3N(C2)C(CC3)C)C=C1)C#CC=1C=NC=CC1 4-methyl-N-(5-methyl-6,7-dihydro-5H-pyrrolo[1,2-a]imidazol-2-yl)-3-[2-(3-pyridyl)ethynyl]benzamide